4-(6-((1-benzoyl-2,3-dihydro-1H-pyrido[2,3-b][1,4]oxazin-7-yl)amino)pyridin-3-yl)-N,N-dimethylbenzamide C(C1=CC=CC=C1)(=O)N1C2=C(OCC1)N=CC(=C2)NC2=CC=C(C=N2)C2=CC=C(C(=O)N(C)C)C=C2